(2s,3R,5R)-3-((e)-(2-(2,3-dihydroxybenzoyl)hydrazono)methyl)-3-methyl-7-oxo-4-thia-1-azabicyclo[3.2.0]heptane-2-carboxylic acid 4,4-dioxide OC1=C(C(=O)N\N=C\[C@]2([C@@H](N3C(C[C@H]3S2(=O)=O)=O)C(=O)O)C)C=CC=C1O